N[C@H](C(=O)O)COC(C=[N+]=[N-])=O (2S)-2-amino-3-(2-diazoacetyl)oxypropanoic acid